2-amino-N-[4-(2-phenylethynyl)phenyl]propanamide NC(C(=O)NC1=CC=C(C=C1)C#CC1=CC=CC=C1)C